deuteriobenzoic acid [2H]C1=C(C(=O)O)C=CC=C1